5-cyclopropyl-8-(3-furyl)-4-[(1-naphthyl)methyl]-2-oxo-7-thia-1-azabicyclo[4.3.0]non-3,5,8-triene-9-carboxylic acid C1(CC1)C=1C(=CC(N2C(=C(SC12)C1=COC=C1)C(=O)O)=O)CC1=CC=CC2=CC=CC=C12